FC=1C=C(C#N)C=C(C1)OC1=C2CCC(C2=CC=C1)=O 3-fluoro-5-((1-oxo-2,3-dihydro-1H-inden-4-yl)oxy)benzonitrile